bis(N,N-diethylamino)benzophenone C(C)N(CC)C=1C(=C(C(=O)C2=CC=CC=C2)C=CC1)N(CC)CC